acryloyloxyheptyl dihydrogen thiophosphate P(=S)(OCCCCCCCOC(C=C)=O)(O)O